N-(4-aminophenyl)-2-chloro-6-methyl-pyrimidin-4-amine NC1=CC=C(C=C1)NC1=NC(=NC(=C1)C)Cl